5-bromo-3-(bromomethyl)-1-methylbenzene BrC=1C=C(C=C(C1)C)CBr